5-(ethylsulfonyl)-6-[3-methyl-6-(trifluoromethyl)imidazo[4,5-c]pyridin-2-yl]-3-pyridinol C(C)S(=O)(=O)C=1C=C(C=NC1C1=NC2=C(C=NC(=C2)C(F)(F)F)N1C)O